COC1=C(/C=C/C(C2=CC(=C(C=C2)OC)NCC(=O)O)S(=O)(=O)C(C2=CC(=C(C=C2)OC)NCC(=O)O)\C=C\C2=C(C=C(C=C2OC)OC)OC)C(=CC(=C1)OC)OC (E)-2,4,6-TRIMETHOXYSTYRYL-3-[(CARBOXYMETHYL)AMINO]-4-METHOXYBENZYLSULPHON